1-(methyl-d3)-3-(((3R,4R)-4-((tert-butyldiphenylsilyl)oxy)tetrahydrofuran-3-yl)oxy)-1H-pyrazol-4-amine C(N1N=C(C(=C1)N)O[C@@H]1COC[C@H]1O[Si](C1=CC=CC=C1)(C1=CC=CC=C1)C(C)(C)C)([2H])([2H])[2H]